NC1=C(C=C(C=C1C1=CC=C(C=C1)S(N)(=O)=O)/C=C/C1=CC=C(C=C1)CC(=O)O)C(N)=O (E)-4-(2-(6-amino-5-carbamoyl-4'-sulfamoyl-[1,1'-biphenyl]-3-yl)vinyl)phenylacetic acid